N-[4-fluoro-5-[1-(5-methoxypyrimidin-2-yl)-2,5-dihydropyrrol-3-yl]-2-[rac-(3R,5S)-3,4,5-trimethylpiperazin-1-yl]phenyl]-6-oxo-4-(trifluoromethyl)-1H-pyridine-3-carboxamide FC1=CC(=C(C=C1C=1CN(CC1)C1=NC=C(C=N1)OC)NC(=O)C1=CNC(C=C1C(F)(F)F)=O)N1C[C@H](N([C@H](C1)C)C)C |r|